6-(acetoxymethyl)tetrahydro-2H-pyran C(C)(=O)OCC1CCCCO1